4-{5-[3-(4-Chlorophenyl)-3H-imidazo[4,5-c]pyridin-2-yl]pyrimidin-2-yl}morpholine ClC1=CC=C(C=C1)N1C(=NC2=C1C=NC=C2)C=2C=NC(=NC2)N2CCOCC2